ClC(C(C)(C1=CC=CC=C1)C1=CC=CC=C1)Cl dichlorodiphenyldimethylmethane